tert-Butyl 3-(2-(1-ethoxyvinyl)-1,4-dimethyl-1H-imidazole-5-carboxamido)azetidine-1-carboxylate C(C)OC(=C)C=1N(C(=C(N1)C)C(=O)NC1CN(C1)C(=O)OC(C)(C)C)C